[Na+].C(C)[Hg+] ethylmercury(1+) sodium salt